CN(C(=S)N(C)C)C N,N,N',N'-tetramethylthiourea